4-fluoro-6-hydroxy-3,4-dihydro-1H-quinolin-2-one FC1CC(NC2=CC=C(C=C12)O)=O